NC=1N=C(C2=C(N1)C=CN(C2=O)CC2=C(C=C(C=C2)C(=O)N2CCN(CC2)CCO)OC)NC(CCC)CCC 2-amino-4-(heptan-4-ylamino)-6-(4-(4-(2-hydroxyethyl)piperazine-1-carbonyl)-2-methoxybenzyl)pyrido[4,3-d]pyrimidin-5(6H)-one